ClC1=C(C=CC(=C1)F)C(=O)N1CC2CCC(C1)N2C2=C(C=CC(=C2)S(=O)(=O)C2CCN(CC2)C2=CC=CC=C2)OCOC (2-Chloro-4-fluoro-phenyl)-[8-[2-(methoxymethoxy)-5-[(1-phenyl-4-piperidinyl)sulfonyl]phenyl]-3,8-diazabicyclo[3.2.1]oct-3-yl]methanone